5-fluoro-1-(4-fluorophenyl)-4,6-dimethyl-2-oxo-1,2-dihydropyridine-3-carboxylic acid FC=1C(=C(C(N(C1C)C1=CC=C(C=C1)F)=O)C(=O)O)C